[Co].CN(C1(CN(CC1)C1=NN(C2=C1C=NC(=C2)NC(C)=O)C2=NC(=CN=C2)C(C)(C)F)C)C N-(3-(3-(dimethylamino)-3-methylpyrrolidin-1-yl)-1-(6-(2-fluoroprop-2-yl)pyrazin-2-yl)-1H-pyrazolo[4,3-C]pyridin-6-yl)acetamide cobalt